bis[(3-p-tolyloxetan-3-yl)methyl] phosphite P(OCC1(COC1)C1=CC=C(C=C1)C)(OCC1(COC1)C1=CC=C(C=C1)C)[O-]